CC1=C(OC2=C(C=C(C=C2C1=O)C)[C@@H](C)NC1=C(C(=O)O)C(=CC=C1)F)C1=CC2=CN(N=C2C=C1)C 2-[[(1R)-1-[3,6-Dimethyl-2-(2-methylindazol-5-yl)-4-oxo-chromen-8-yl]ethyl]amino]-6-fluoro-benzoic acid